ClC1=C(C(=O)NCC(N2CCC(CC2)OC2=NC=C(C=N2)C)C2=C(N=CS2)C(F)F)C(=CC=C1)F 2-Chloro-N-{2-[4-(difluoromethyl)-1,3-thiazol-5-yl]-2-{4-[(5-methylpyrimidin-2-yl)oxy]piperidin-1-yl}ethyl}-6-fluorobenzamide